CS(=O)(=O)OC1C[C@@H]2[C@@H](CN(C2)C(=O)OC(C)(C)C)C1 tert-butyl (3aR,6aS)-5-(methanesulfonyloxy)-octahydrocyclopenta[c]pyrrole-2-carboxylate